cis-1,3,3,3-Tetrafluoropropen F\C=C/C(F)(F)F